(E)-3-(4-(3-Chlorophenyl)-2-(1-methylcyclopropyl)thiazol-5-yl)-N-(2-oxo-2,3-dihydro-1H-benzo[d]imidazol-4-yl)acrylamid ClC=1C=C(C=CC1)C=1N=C(SC1/C=C/C(=O)NC1=CC=CC=2NC(NC21)=O)C2(CC2)C